ClC1=C(C=CC=C1)C1=C(C(=CC=C1)[N+](=O)[O-])C1=CC=CC2=CC=CC=C12 (2'-chloro-3-nitro-biphenyl-2-yl)-naphthalene